hexamethylene-bis(3,5-di-tert-butyl-4-hydroxy-hydrocinnamamide) C(C)(C)(C)C=1C=C(CC(C(=O)N)CCCCCCC(C(=O)N)CC2=CC(=C(C(=C2)C(C)(C)C)O)C(C)(C)C)C=C(C1O)C(C)(C)C